Cl.Cl.FC1=C2C=C(N=NC2=CC(=C1)C1CCNCC1)C=1C=C(C=2N(C1)C=C(N2)C)F 5-Fluoro-3-(8-fluoro-2-methylimidazo[1,2-a]pyridin-6-yl)-7-(piperidin-4-yl)cinnoline dihydrochloride